3-(pyridin-4-yl)aniline N1=CC=C(C=C1)C=1C=C(N)C=CC1